ClC1=CC=C2C(=CNC2=C1)S(=O)(=O)NC1=NC=C(C(=N1)OC)CC(F)(F)F 6-chloro-N-[4-methoxy-5-(2,2,2-trifluoroethyl)pyrimidin-2-yl]-1H-indole-3-sulfonamide